2-[4-(Difluoromethyl)phenyl]-3-hydroxy-propionic acid methyl ester COC(C(CO)C1=CC=C(C=C1)C(F)F)=O